3-methoxy-3-(1-methylazetidin-2-yl)pyrrolidine (oxo-4H-quinoline-1-yl)-ethyl-acetate tert-butyl-4-formyl-5-methoxy-7-methyl-1H-indole-1-carboxylate C(C)(C)(C)OC(=O)N1C=CC2=C(C(=CC(=C12)C)OC)C=O.O=C1C=CN(C2=CC=CC=C12)C(C(=O)O)CC.COC1(CNCC1)C1N(CC1)C